BrC1=NC2=NC(=NC(=C2N1C1CCOCC1)N1CC2CCC(C1)N2C(=O)OC(C)(C)C)OC[C@]21CCCN1C[C@@H](C2)F tert-butyl 3-[8-bromo-2-{[(2R,7aS)-2-fluorotetrahydro-1H-pyrrolizin-7a(5H)-yl]methoxy}-7-(tetrahydro-2H-pyran-4-yl)-7H-purin-6-yl]-3,8-diazabicyclo[3.2.1]octane-8-carboxylate